C(C)OC=1C=C(N(CC)CC)C=CC1 m-ethoxy-N,N-diethyl-aniline